N1(CCNCC1)C1=CC=C(C=N1)C=1C=CC=2C3=C(NC2C1)C=CN=C3 7-(6-(piperazin-1-yl)pyridin-3-yl)-5H-pyrido[4,3-b]indole